NC1=C(C(=NN1C(C(F)(F)F)C)C1=CC=C(C=2NC(NC21)=O)CNC(C2=C(C=CC(=C2)F)OC)=O)C(=O)N 5-amino-3-(7-((5-fluoro-2-methoxybenzamido)methyl)-2-oxo-2,3-dihydro-1H-benzo[d]imidazol-4-yl)-1-(1,1,1-trifluoropropan-2-yl)-1H-pyrazole-4-carboxamide